5-(2-(4-(2-oxa-6-azaspiro[3.3]hept-6-yl)cyclohexyl)-6-isopropyl-4H-pyrrolo[3,2-d]thiazol-5-yl)-1,3,4-trimethylpyridin-2(1H)-one C1OCC12CN(C2)C2CCC(CC2)C=2SC1=C(N2)C(=C(N1)C=1C(=C(C(N(C1)C)=O)C)C)C(C)C